1-(6-bromopyridin-2-yl)-1-cyclopropyl-ethan-1-ol BrC1=CC=CC(=N1)C(C)(O)C1CC1